C(C1=CC=CC=C1)NC1=NC2=CC=C(C=C2N=C1NCC1=CC=CC=C1)[N+](=O)[O-] N2,N3-dibenzyl-6-nitroquinoxaline-2,3-diamine